9,9-dimethyl-N-[4-(9-phenylcarbazol-3-yl)phenyl]fluoren-3-amine CC1(C2=CC=CC=C2C=2C=C(C=CC12)NC1=CC=C(C=C1)C=1C=CC=2N(C3=CC=CC=C3C2C1)C1=CC=CC=C1)C